ClC1=C2CN(CC2=CC(=C1O)OC)C(CCC(=O)OCC)=O Ethyl 4-(4-chloro-5-hydroxy-6-methoxyisoindolin-2-yl)-4-oxobutanoate